C(C)(C)(C)OC(=O)C1(C(C2=CC=CC=C2C1)=O)C 2-methyl-1-oxo-2,3-dihydro-1H-indene-2-carboxylic acid tert-butyl ester